C(C)C1=C2C=CC=NC2=CC=C1CC 5,6-diethylquinoline